6-(4-(3,8-diazabicyclo-[3.2.1]octan-3-yl)-8-fluoro-2-(((2R,7aS)-2-fluorotetra-hydro-1H-pyrrolizin-7a(5H)-yl)methoxy)quinazolin-7-yl)-5-cyclopropylpyridin-2-amine C12CN(CC(CC1)N2)C2=NC(=NC1=C(C(=CC=C21)C2=C(C=CC(=N2)N)C2CC2)F)OC[C@]21CCCN1C[C@@H](C2)F